C(C)C=1N(C=CN1)CC1=CC=C(C=C1)C1=C(SC(=C1)CC(C)C)S(=O)(=O)NC(NCC1=NC=CC=C1)=O 3-(3-{p-[(2-Ethyl-1H-imidazol-1-yl)methyl]phenyl}-5-isobutyl-2-thienylsulfonyl)-1-[(2-pyridyl)methyl]urea